N[C@@H](C)C1=NC(=NN1C1=CC=C(C=N1)C#N)CC 6-[5-[(1S)-1-aminoethyl]-3-ethyl-1,2,4-triazol-1-yl]pyridine-3-carbonitrile